[B].COC(CCCCCC(=O)OC)=O.OC(C(=O)C1=CC=C(C=C1)Cl)C 2-hydroxy-1-(4-chlorophenyl)propan-1-one dimethyl-pimelate boron